5-[(6,7-Difluoro-4-methylsulfanyl-1H-indol-5-yl)oxy]-2-fluoro-benzenecarboximidothioic acid FC1=C(C(=C2C=CNC2=C1F)SC)OC=1C=CC(=C(C1)C(=N)S)F